FC(C1C(N(C2=CC=CC=C2N1C)C)=O)F 3-(difluoromethyl)-1,4-dimethyl-3,4-dihydroquinoxalinone